FC[C@H]1N2CC(C[C@@H]2CC1)=C (5S,7aS)-5-(fluoromethyl)-2-methylenetetrahydro-1H-pyrrolizine